5-isobutyl-1H-tetrazol C(C(C)C)C1=NN=NN1